C(#N)C1=C(N=C(S1)N(C1=C(N=C2N1C=C(C=C2)C=2C=NC(=NC2)NC2CN(C2)C(=O)OC(C)(C)C)CC)C)C2=CC=C(C=C2)F tertbutyl 3-((5-(3-((5-cyano-4-(4-fluoro phenyl)thiazol-2-yl)(methyl)amino)-2-ethylimidazo[1,2-a]pyridin-6-yl)pyrimidin-2-yl)amino)azetidine-1-carboxylate